3-(4-((1-cyclopentyl-3-(3,5-dichloro-4-hydroxyphenyl)-1H-indazol-6-yl)methoxy)-3,5-difluorophenyl)butanoic acid C1(CCCC1)N1N=C(C2=CC=C(C=C12)COC1=C(C=C(C=C1F)C(CC(=O)O)C)F)C1=CC(=C(C(=C1)Cl)O)Cl